N1=CC(=CC2=CC=CC=C12)C1C=CC(N1)=O 5-quinolin-3-yl-1,5-dihydro-pyrrol-2-one